(4,5-dimethylisoxazol-3-yl)-2'-(deuteromethoxymethyl)-[1,1'-biphenyl]-2-sulfonamide CC=1C(=NOC1C)C1=C(C(=CC=C1)C1=C(C=CC=C1)COC[2H])S(=O)(=O)N